2-(2-(2-(5-(1-(3,5-dichloropyridin-4-yl)ethoxy)-1H-indazol-3-yl)-4,6-dihydropyrrolo[3,4-d]imidazole-5(1H)-yl)ethyl)morpholine ClC=1C=NC=C(C1C(C)OC=1C=C2C(=NNC2=CC1)C1=NC2=C(N1)CN(C2)CCC2CNCCO2)Cl